2'-[[2,2-bis[(2-mercaptoethoxy)methyl]-1,3-propanediyl]bis(oxy)]bisethanethiol SCCOCC(COCCS)(COCCS)COCCS